C(#N)C1=CC=C(C(=O)NC(=O)C=2NC=C(C2)C(C2=CC(=CC=C2)C#N)=O)C=C1 N-(4-cyanobenzoyl)-4-(3-cyanobenzoyl)-1H-pyrrole-2-carboxamide